β-ethylbutylamine C(C)C(CN)CC